Methyl ((1R,3R)-3-(6-((6-(5-(2-hydroxypropan-2-yl)thiazol-2-yl)-4-methylpyridin-2-yl)amino)-3-(methyl-d3)-2-oxo-2,3-dihydro-1H-imidazo[4,5-c]pyridin-1-yl)cyclopentyl)carbamate OC(C)(C)C1=CN=C(S1)C1=CC(=CC(=N1)NC1=CC2=C(C=N1)N(C(N2[C@H]2C[C@@H](CC2)NC(OC)=O)=O)C([2H])([2H])[2H])C